C(=O)(O)C(C(N)(N)C(=O)O)CCCCCCCCCC dicarboxyl-dodecandiamine